anti-Indenofluorene C1=C2C=C3C(=CC=C4C=5C=CC=CC5C=C34)C2=CC=C1